CC1=C(C=CC(=C1)C=1C=2C(N=CC1)=NN(C2)CCCC=O)CNC(OC(C)(C)C)=O tert-butyl N-[[2-methyl-4-[2-(4-oxobutyl)pyrazolo[3,4-b]pyridin-4-yl]phenyl]methyl]carbamate